[Cl-].NC=1C=CC2=CC3=CC=C(C=C3[N+](=C2C1)C)N 3,6-diamino-10-methylacridin-10-ium chloride